FC(C1=C(C(C2=CC=C(C=C2)F)OC2CN(C2)C(=O)NC2CCCCC2)C=CC=C1)(F)F 3-[2-(trifluoromethyl)-4'-fluorobenzhydryloxy]-N-(cyclohexyl)azetidine-1-carboxamide